ClC1=C(N)C=C(C(=C1)Cl)OCC1OC1 2,4-Dichloro-5-(oxiran-2-ylmethoxy)aniline